CC(COC1=CC=C(C=C1)OC1=CC=CC=C1)O 1-methyl-2-(4-phenoxyphenoxy)ethanol